1-[(2R)-4-benzyl-6-fluoro-2-methyl-3-oxo-2H-1,4-benzoxazin-7-yl]-3-tert-butylurea C(C1=CC=CC=C1)N1C([C@H](OC2=C1C=C(C(=C2)NC(=O)NC(C)(C)C)F)C)=O